C(C)(C)(C)C=1C2(C=3C(=NC=C(C3Cl)Br)N1)CC(CC2)C=2C=NC=CC2 tert-butyl-5'-bromo-4'-chloro-3-(pyridin-3-yl)spiro[cyclopentane-1,3'-pyrrolo[2,3-b]pyridin]